NC1(C2=C(N=C(N1)OCCCC)C(=CN2)CC2=CC=C(C=C2)CCN2CCCC2)N 4-amino-2-butoxy-7-(4-(pyrrolidin-1-ylethyl)benzyl)-5H-pyrrolo[3,2-d]pyrimidin-4-amine